6,10-dimethylundeca-5,9-dien-1-yne CC(=CCCC#C)CCC=C(C)C